1-(4-(6-(cyclopropanecarboxamido)pyridazin-3-yl)butyl)-N-(2-fluoro-5-(trifluoromethoxy)benzyl)-1H-1,2,3-triazole-4-carboxamide C1(CC1)C(=O)NC1=CC=C(N=N1)CCCCN1N=NC(=C1)C(=O)NCC1=C(C=CC(=C1)OC(F)(F)F)F